Cl.CC(C(=O)N1[C@H](CNCC1)C)C (S)-2-methyl-1-(2-methylpiperazin-1-yl)propan-1-one hydrochloride